N-((S)-2-((5-(3,5-dimethylisoxazol-4-yl)pyridin-2-yl)amino)-1-((1r,4S)-4-methylcyclohexyl)-2-oxoethyl)-3-ethylisoxazole-4-carboxamide CC1=NOC(=C1C=1C=CC(=NC1)NC([C@H](C1CCC(CC1)C)NC(=O)C=1C(=NOC1)CC)=O)C